ClC=1C(=CC(=NC1)NC(C)C)C=1C=C2N(CC(CN(C2=O)CC2=CC(=CC=C2)Cl)CO)C1 8-(5-chloro-2-(isopropylamino)pyridin-4-yl)-2-(3-chlorophenylmethyl)-4-(hydroxymethyl)-2,3,4,5-tetrahydro-1h-pyrrolo[1,2-a][1,4]diazepine-1-one